N1(CCCCC1)C=1C(=NC=CC1)N 3-(piperidin-1-yl)pyridin-2-amine